C(#N)CC1(CN(C1)C1CCN(CC1)C(=O)C1=CC(=C(C=C1)C1=CC(=CC(=C1)F)C#N)F)N1N=CC(=C1)C=1C2=C(N=CN1)NC=C2 4'-[(4-{3-(cyanomethyl)-3-[4-(7H-pyrrolo[2,3-d]pyrimidin-4-yl)-1H-pyrazol-1-yl]azetidin-1-yl}piperidin-1-yl)carbonyl]-2',5-difluorobiphenyl-3-carbonitrile